butyl azetidine-1-carboxylate N1(CCC1)C(=O)OCCCC